tert-butyl 3-((cyclopropylmethyl)amino)pyrrolidine-1-carboxylate C1(CC1)CNC1CN(CC1)C(=O)OC(C)(C)C